O[C@H]1CN(CC[C@@H]1CN1C=CC2=C1N=CN=C2N(CC2=CC=C(C=C2)C(F)(F)F)C(C)C)CC(=O)N |o1:1,6| rel-2-((3R,4R)-3-hydroxy-4-((4-(isopropyl(4-(trifluoromethyl)benzyl)amino)-7H-pyrrolo[2,3-d]pyrimidin-7-yl)methyl)piperidin-1-yl)acetamide